CCC(CCC(C)C)N1C2=CC=C(C=C2SC=2C=C(C=CC12)Br)Br 10-(3-isooctyl)-3,7-dibromo-phenothiazine